N-[(1S,2S)-2-(2,4-dichlorophenyl)cyclobutyl]-2-(trifluoromethyl)nicotinamide ClC1=C(C=CC(=C1)Cl)[C@H]1[C@H](CC1)NC(C1=C(N=CC=C1)C(F)(F)F)=O